C1(CC1)N1CCC(CC1)C=1C(=C(C(=CC1)O)N1CC(NS1(=O)=O)=O)F 5-(3-(1-cyclopropylpiperidin-4-yl)-2-fluoro-6-hydroxyphenyl)-1,2,5-thiadiazolidin-3-one 1,1-dioxide